(2,7-di-t-butylpyren-4-yl)boronic acid C(C)(C)(C)C1=CC2=CC=C3C=C(C=C4C=C(C(=C1)C2=C43)B(O)O)C(C)(C)C